5-Bromo-4-Chloro-3-Indolyl β-D-Galactopyranoside O([C@H]1[C@H](O)[C@@H](O)[C@@H](O)[C@H](O1)CO)C1=CNC2=CC=C(C(=C12)Cl)Br